Di-tert-butyl (2S)-5-vinylpyrrolidine-1,2-dicarboxylate C(=C)C1CC[C@H](N1C(=O)OC(C)(C)C)C(=O)OC(C)(C)C